(R)-6-Amino-2-(sec-butyl)pyridazin-3(2H)-one NC=1C=CC(N(N1)[C@H](C)CC)=O